NC=1C=C2C(=CN=C(C2=CN1)NC)C1=NN2C(C=CC(=C2)N(C(OC(C)(C)C)=O)C)=N1 tert-butyl N-[2-[6-amino-1-(methylamino)-2,7-naphthyridin-4-yl]-[1,2,4]triazolo[1,5-a]pyridin-6-yl]-N-methyl-carbamate